[N+](=[N-])=C(C(=O)OCC1=CC=C(C=C1)[N+](=O)[O-])C([C@H](C)[C@H]1NC([C@@H]1[C@@H](C)NS(=O)(=O)C)=O)=O 4-nitrobenzyl (R)-2-diazo-4-((2R,3S)-3-((R)-1-(methylsulfonylamino) ethyl)-4-oxoazetidin-2-yl)-3-oxovalerate